(S*)-6-(5,6-dimethoxy-1H-benzo[d]imidazol-2-yl)-2-ethyl-7-((1-(pyrimidin-2-yl)propyl)amino)-2H-pyrazolo[4,3-b]pyridin-5(4H)-one COC1=CC2=C(NC(=N2)C2=C(C=3C(NC2=O)=CN(N3)CC)N[C@@H](CC)C3=NC=CC=N3)C=C1OC |o1:22|